ClC1C(CCCC1)(F)C(F)F 3-chloro-2-(difluoromethyl)-2-fluorocyclohexane